1,2,7,8,11,12-hexachlorotetradecane ClCC(CCCCC(C(CCC(C(CC)Cl)Cl)Cl)Cl)Cl